C[C@]12CC3(CC(C[C@@](C1)(C3)C)C2)NC(=O)OC2=C(C(=O)OC)C=CC=C2 methyl ((((1R,3R,5S,7R)-3,5-dimethyladamantan-1-yl) carbamyl) oxy)-benzoate